2-((3S,6S)-3-amino-2-oxo-6-phenylpiperidin-1-yl)acetic acid methyl ester COC(CN1C([C@H](CC[C@H]1C1=CC=CC=C1)N)=O)=O